4,4,4-trifluoro-1-(2-naphthyl)-1,3-butanediol benzoate benzenesulfonate C1(=CC=CC=C1)S(=O)(=O)OC(CC(OC(C1=CC=CC=C1)=O)C1=CC2=CC=CC=C2C=C1)C(F)(F)F